CC1(OB(OC1(C)C)C1=C(C2=CN(N=C2C=C1)C)C)C 4,4,5,5-tetramethyl-2-(2-methyl-4-methyl-2H-indazol-5-yl)-1,3,2-dioxaborolane